2-(2-chlorophenyl)-N-(methylcarbamoyl-thiocarbonyl)-2-(4-methylpyridin-2-yl)acetamide ClC1=C(C=CC=C1)C(C(=O)NC(=S)C(NC)=O)C1=NC=CC(=C1)C